(4-bromo-3-methoxy-5-methylthiophene-2-yl)ethan-1-one BrC=1C(=C(SC1C)C(C)=O)OC